ClC=1C=C(C(=O)O)C=C(C1)C(F)(F)Cl 3-chloro-5-[chloro(difluoro)methyl]benzoic acid